ethyl (3-(3-fluoro-4-((2-isopropyl-1H-imidazol-1-yl)methyl)phenyl)-5-iso-butylthiophen-2-yl)sulfonylcarbamate FC=1C=C(C=CC1CN1C(=NC=C1)C(C)C)C1=C(SC(=C1)CC(C)C)S(=O)(=O)NC(OCC)=O